C1(CC1)C1=NC=NC=C1C1=C(OC2=C(N=CN=N2)N2CC3(CN(C3)C(CCC(C)(N)C)C(C)C)CC2)C=CC(=C1)F 5-(6-(6-(2-(4-cyclopropylpyrimidin-5-yl)-4-fluorophenoxy)-1,2,4-triazin-5-yl)-2,6-diazaspiro[3.4]octan-2-yl)-2,6-dimethylheptan-2-amine